ethyl 8-methyl-2-{[6-(trifluoromethyl)pyridin-2-yl]methyl}-4,5-dihydro-2H-furo[2,3-g]indazole-7-carboxylate CC1=C(OC=2CCC3=CN(N=C3C21)CC2=NC(=CC=C2)C(F)(F)F)C(=O)OCC